(3,3-dimethylbutyl)dimethylchlorosilane CC(CC[Si](Cl)(C)C)(C)C